4,4-Bisphenoxybenzophenone O(C1=CC=CC=C1)C1(CC=C(C(=O)C2=CC=CC=C2)C=C1)OC1=CC=CC=C1